C1(CCC1)O[C@@H]1C[C@H](N(CC1)C(=O)C=1C=2C=CNC2C(=CC1OC)C)C1=CC=C(C(=O)O)C=C1 4-((2S,4S)-4-Cyclobutoxy-1-(5-methoxy-7-methyl-1H-indole-4-carbonyl)piperidin-2-yl)benzoic acid